NC1(CCOCC1)C1=CC2=C(N=CN=C2N[C@H](C)C2=C(C(=CC=C2)C(F)F)F)N(C1=O)C 6-(4-aminooxacyclohex-4-yl)-4-{[(1R)-1-[3-(difluoromethyl)-2-fluorophenyl]ethyl]amino}-8-methyl-7H,8H-pyrido-[2,3-d]pyrimidin-7-one